3-benzyl-6-(2-methoxyvinyl)-1-methyl-3-azabicyclo[3.1.0]hexane C(C1=CC=CC=C1)N1CC2(C(C2C1)C=COC)C